ClC1=CC=C(S1)CNC1=CC(=NN1)C1CN(CC1)C(=O)OCC=C allyl 3-(5-((5-chlorothiophen-2-yl)methylamino)-1H-pyrazol-3-yl)pyrrolidine-1-carboxylate